2-chloro-1,3-dimethyl-imidazolium tetrafluoroborate F[B-](F)(F)F.ClC=1N(C=C[N+]1C)C